5-(4-((5-(3-ethylureido)isoxazol-3-yl)methyl)piperazin-1-yl)-N,6-dimethylpicolinamide C(C)NC(NC1=CC(=NO1)CN1CCN(CC1)C=1C=CC(=NC1C)C(=O)NC)=O